benzyl (2R,3S,5R)-3-(N-(4-methoxybenzyl)methylsulfonamido)-5-methyl-2-(((4-oxocyclohexyl)oxy)methyl)pyrrolidine-1-carboxylate COC1=CC=C(CN(S(=O)(=O)C)[C@@H]2[C@@H](N([C@@H](C2)C)C(=O)OCC2=CC=CC=C2)COC2CCC(CC2)=O)C=C1